N-((1S,2S)-2-Formamidocyclohexyl)-5-(2-methyl-4-phenoxyphenyl)-4-oxo-4,5-dihydro-3H-1-thia-3,5,8-triazaacenaphthylene-2-carboxamide C(=O)N[C@@H]1[C@H](CCCC1)NC(=O)C=1SC=2N=CC=C3N(C(NC1C23)=O)C2=C(C=C(C=C2)OC2=CC=CC=C2)C